imidazolepropionic acid-d3 N1C(=NC(=C1[2H])[2H])CC(C(=O)O)[2H]